N[C@@H]1[C@H](CC[C@@H](C1)O)CC=1C=C2CN(C(C2=CC1)=O)C1C(NC(CC1)=O)=O 3-(5-(((1R,2S,4S)-2-amino-4-hydroxycyclohexyl)methyl)-1-oxoisoindolin-2-yl)piperidine-2,6-dione